OC12CC3(CC(CC(C1)C3)C2)C(=O)OCCC(C(S(=O)(=O)[O-])(F)F)(F)F 4-(3-hydroxy-adamantane-1-carbonyloxy)-1,1,2,2-tetrafluorobutanesulfonate